C(C1=CC=CC=C1)(C1=CC=CC=C1)O\N=C/[C@H]1[C@@H]([C@H]2C=C[C@@H]1CC2)C\C=C/CCCC(=O)O (Z)-7-[(1R,2R,3R,4S)-3-[(Z)-benzhydryloxyiminomethyl]-2-bicyclo[2.2.2]oct-5-enyl]hept-5-enoic acid